1-(4-Bicyclo[2.2.1]hept-5-en-2-ylbutyl)-3,4-dimethyl-1H-pyrrol-2,5-dion C12C(CC(C=C1)C2)CCCCN2C(C(=C(C2=O)C)C)=O